2-cyclopropyl-6-(7-fluoroimidazo[1,2-a]pyridin-3-yl)-8-methoxy-3,4-dihydroisoquinolin-1-one C1(CC1)N1C(C2=C(C=C(C=C2CC1)C1=CN=C2N1C=CC(=C2)F)OC)=O